N1N=NC=C1CCCC(=O)N1CC(C1)C=1C=NC(=CC1)N1C[C@@H](CC1)C(F)(F)F |r| rac-4-(1H-Triazol-5-yl)-1-[3-[6-[3-(trifluoromethyl)pyrrolidin-1-yl]-3-pyridyl]azetidin-1-yl]butan-1-one